methyl 2-(4-(1-(tert-butoxycarbonyl)pyrrolidin-2-yl)-2,3-difluorophenyl)-6-methoxybenzo[d]imidazo[2,1-b]thiazole-7-carboxylate C(C)(C)(C)OC(=O)N1C(CCC1)C1=C(C(=C(C=C1)C=1N=C2SC3=C(N2C1)C=C(C(=C3)C(=O)OC)OC)F)F